FC=1C(=NC(=NC1)NC1=CC(=C(C=C1)N1CCN(CC1)C)F)C=1C=NN(C1)CCCC 5-fluoro-N-(3-fluoro-4-(4-methylpiperazin-1-yl)phenyl)-4-(1-butyl-1H-pyrazol-4-yl)pyrimidin-2-amine